N-(3-trimethoxysilylpropyl)diethylenetriamine CO[Si](CCCNCCNCCN)(OC)OC